N-benzyl-2-[8-(2-chlorophenyl)-9-(4-chlorophenyl)-6-[4-(trifluoromethyl)-1-piperidinyl]purin-2-yl]oxy-ethylamine C(C1=CC=CC=C1)NCCOC1=NC(=C2N=C(N(C2=N1)C1=CC=C(C=C1)Cl)C1=C(C=CC=C1)Cl)N1CCC(CC1)C(F)(F)F